3-methylbutyl butyrate C(CCC)(=O)OCCC(C)C